[8-(1-octylnonoxy)-8-oxo-octyl](2S,4R)-4-[3-(dimethylamino)propanoyl amino]-1-(6-oxo-6-undecoxy-hexyl)pyrrolidine-2-carboxylate C(CCCCCCC)C(CCCCCCCC)OC(CCCCCCCOC(=O)[C@H]1N(C[C@@H](C1)NC(CCN(C)C)=O)CCCCCC(OCCCCCCCCCCC)=O)=O